C1=C(C(=CC=C1N=C=O)C)C 6-xylyl isocyanate